8-methacryloxyoctyltrimethoxysilane (S)-2-((3-amino-5-methyl-4-oxo-2,3,4,5-tetrahydrobenzo[b][1,4]oxazepin-7-yl)oxy)ethyl-3-hydroxy-3-methylazetidine-1-carboxylate N[C@@H]1C(N(C2=C(OC1)C=CC(=C2)OCCOC(=O)N2CC(C2)(C)O)C)=O.C(C(=C)C)(=O)OCCCCCCCC[Si](OC)(OC)OC